BrC1=CC2=C(SC(=C2)CN)C=C1 (5-bromobenzo[b]thiophen-2-yl)methylamine